C(C)OC(CC1=CC(=CC=C1)C=1C(NC2=CC(=C(C=C2C1)C1=CC=C(C=C1)OCCCOC)Cl)=O)=O 2-(3-(7-chloro-6-(4-(3-methoxypropoxy)phenyl)-2-oxo-1,2-dihydroquinolin-3-yl)phenyl)acetic acid ethyl ester